1,4,7,10-tetraoxo-12-((tritylthio) methyl)-2,5,8,11-tetraazatridecane-13-oate O=CNCC(NCC(NCC(NC(C(=O)[O-])CSC(C1=CC=CC=C1)(C1=CC=CC=C1)C1=CC=CC=C1)=O)=O)=O